Cl.CC1=C(CNN)C(=CC=C1)C 2,6-dimethylbenzylhydrazine hydrochloride